N-(3-methoxybenzyl)-N-(4-morpholinobenzyl)-4-(morpholinomethyl)oxazol-2-amine COC=1C=C(CN(C=2OC=C(N2)CN2CCOCC2)CC2=CC=C(C=C2)N2CCOCC2)C=CC1